(R)-2-(2-((6-(1-aminoisoquinolin-5-yl)-2,3-dihydro-1H-inden-1-yl)oxy)-4-(trifluoromethyl)phenyl)acetic acid NC1=NC=CC2=C(C=CC=C12)C1=CC=C2CC[C@H](C2=C1)OC1=C(C=CC(=C1)C(F)(F)F)CC(=O)O